(4-(4-cyclopropylphenoxy)-3-(2,6-dimethylpyridin-4-yl)phenyl)ethanesulfonamide C1(CC1)C1=CC=C(OC2=C(C=C(C=C2)C(C)S(=O)(=O)N)C2=CC(=NC(=C2)C)C)C=C1